furoisoindole C=1NC=C2C=CC3=C(C12)C=CO3